Ethyl 5-(3-chlorobenzyl)-4H-1,2,4-triazol-3-carboxylate ClC=1C=C(CC=2NC(=NN2)C(=O)OCC)C=CC1